C(C=1C(C(=O)[O-])=CC=CC1)(=O)OCCOC(C(=C)C)=O Methacryloxyethyl phthalate